C1(CC1)C=1C=CC=2N(C1)C=C(N2)CN2C1=C(OCC2)C=NC(=C1)N=C(C1=CC=CC=C1)C1=CC=CC=C1 (1-((6-cyclopropylimidazo[1,2-a]pyridin-2-yl)methyl)-2,3-dihydro-1H-pyrido[3,4-b][1,4]oxazin-7-yl)-1,1-diphenylmethanimine